CN1C(N(C2=C1C(=CC=C2)[N+](=O)[O-])N2C(CCCC2=O)=O)=O (3-methyl-4-nitro-2-oxo-benzoimidazol-1-yl)piperidine-2,6-dione